2,6-dimethoxymethyl-3-ethyl-5-butyl-4-pyrone COCC=1OC(=C(C(C1CC)=O)CCCC)COC